C1CN(C(=O)N(C1)CO)CO dimethylolpropyleneurea